ClC1=NC=C(C(=N1)N[C@H]1CN(CCC1)C(=O)OC(C)(C)C)F tert-butyl (R)-3-((2-chloro-5-fluoropyrimidin-4-yl)amino)piperidine-1-carboxylate